tert-butyl 3-((6-(8-(4,4-dimethylcyclohexyl)-3-(methoxycarbonyl)-6,7-dihydro-5H-benzo[7]annulen-9-yl)-5-fluoropyridin-3-yl)methylene)azetidine-1-carboxylate CC1(CCC(CC1)C=1CCCC2=C(C1C1=C(C=C(C=N1)C=C1CN(C1)C(=O)OC(C)(C)C)F)C=CC(=C2)C(=O)OC)C